N1CC(C=CC1)O 1,2,3,6-tetrahydropyridin-3-ol